9-(2,5-dimethylphenyl)-N-phenyl-9-(4-vinylphenyl)-9H-fluoren-2-amine CC1=C(C=C(C=C1)C)C1(C2=CC=CC=C2C=2C=CC(=CC12)NC1=CC=CC=C1)C1=CC=C(C=C1)C=C